2,4,6-tris(butylperoxy)-s-triazine C(CCC)OOC1=NC(=NC(=N1)OOCCCC)OOCCCC